methyl (2S)-2-((2S)-2-(((2-(3-chlorophenyl)-2,2-difluoro-1-phenylethoxy) carbonyl) amino)-3-(1-methylcyclopropyl) propanamido)-3-((S)-2-oxopyrrolidin-3-yl)propanoate ClC=1C=C(C=CC1)C(C(OC(=O)N[C@H](C(=O)N[C@H](C(=O)OC)C[C@H]1C(NCC1)=O)CC1(CC1)C)C1=CC=CC=C1)(F)F